C(#C)C=1C=NSC1 4-ethynylisothiazole